Trans-rac-2-methyl-5-nitro-N-(2-phenylcyclopropyl)benzenesulfonamide CC1=C(C=C(C=C1)[N+](=O)[O-])S(=O)(=O)N[C@H]1[C@@H](C1)C1=CC=CC=C1 |r|